C(C)(=O)OC(CCCCC)C1=C(C=CC=C1)F 1-(2-fluorophenyl)hexyl acetate